disodium (1S,2S,3R,4R)-bicyclo[2.2.1]heptane-2,3-dicarboxylate [C@H]12[C@@H]([C@@H]([C@H](CC1)C2)C(=O)[O-])C(=O)[O-].[Na+].[Na+]